3,5,6-trichloro-4-phthalimidopicolinic acid ClC=1C(=NC(=C(C1N1C(C=2C(C1=O)=CC=CC2)=O)Cl)Cl)C(=O)O